COC(C)(C)C1C(CN(C1)CC=1C=C2C=CC(=NC2=CC1)C1CCOCC1)OC=1C=C2CN(C(C2=CC1)=O)[C@@H]1C(NC(CC1)=O)=O (3S)-3-(5-((4-(2-methoxypropan-2-yl)-1-((2-(tetrahydro-2H-pyran-4-yl)quinolin-6-yl)methyl)pyrrolidin-3-yl)oxy)-1-oxoisoindolin-2-yl)piperidine-2,6-dione